1-Methyl-5-((4-(piperazin-1-yl)pyridin-2-yl)amino)-1,3-dihydro-2H-imidazo[4,5-b]pyridin-2-one CN1C(NC2=NC(=CC=C21)NC2=NC=CC(=C2)N2CCNCC2)=O